Dimethyl 2-(1-(2-(4-chlorophenyl)-1H-pyrrol-1-yl)cyclopentane-1-carbonyl)malonate ClC1=CC=C(C=C1)C=1N(C=CC1)C1(CCCC1)C(=O)C(C(=O)OC)C(=O)OC